4-Bromothieno[2,3-c]pyridine-2-carboxylic acid methyl ester COC(=O)C1=CC=2C(=CN=CC2Br)S1